N-succinimidyl-N-methylcarbamat C1(CCC(N1N(C([O-])=O)C)=O)=O